tert-butyl 6-(4-(1-(4-(4-ethylpiperazin-1-yl)-3-((phenylmethyl)sulfonamido)benzoyl)piperidin-4-yl)-phenoxy)nicotinate C(C)N1CCN(CC1)C1=C(C=C(C(=O)N2CCC(CC2)C2=CC=C(OC3=NC=C(C(=O)OC(C)(C)C)C=C3)C=C2)C=C1)NS(=O)(=O)CC1=CC=CC=C1